C(=O)(O)C=1C=[N+](C=CC1)C 3-carboxy-1-methylpyridin-1-ium